(R/S)-1-(1-naphthyl)ethylamine C1(=CC=CC2=CC=CC=C12)[C@@H](C)N |r|